CIS-3-HEXENE CC\C=C/CC